FC(S(=O)(=O)OC=1CCOC(C1)C=1C=NN2C1C=CC=C2)(F)F (6-pyrazolo-[1,5-a]pyridin-3-yl-3,6-dihydro-2H-pyran-4-yl) trifluoromethanesulfonate